CCCCCCCCC 8-methyloctane